N[C@H](CC(=O)O)CC1=CC=C(C=C1)[N+](=O)[O-] (S)-β-amino-4-(4-nitrophenyl)-butyric acid